BrC1=CC=C(C=C1)NC(C1=NC(=CC=C1)N1C=NN=C1)=O N-(4-bromophenyl)-6-(4H-1,2,4-triazol-4-yl)picolinamide